N'-(2-chloro-5-fluoro-phenyl)-6-methyl-4-[[(1R,3S)-3-(propylamino)cyclopentyl]amino]pyrrolo[1,2-b]pyridazine-3-carboxamidine ClC1=C(C=C(C=C1)F)N=C(N)C1=C(C=2N(N=C1)C=C(C2)C)N[C@H]2C[C@H](CC2)NCCC